BrC1=CC=C(S1)C(=O)NC1=CC=C(C=C1)Br 5-bromo-N-(4-bromophenyl)thiophene-2-carboxamide